Br(=O)(=O)(=O)O.[Ag] silver perbromic acid